5-(5H-imidazo[5,1-a]isoindol-5-yl)-2,2-dimethylcyclopentan-1-one C=1N=CN2C1C1=CC=CC=C1C2C2CCC(C2=O)(C)C